C(C)(C)(C)OC(N(C)C1=NC=C(C=N1)C#C\C=C\C=1SC2=C(N1)C=CC(=C2)OCC(CF)O)=O.NC2=CC(=C(C=C2)C2=C(C=C(C=C2)N)C(F)(F)F)C(F)(F)F 4,4'-diamino-2,2'-bis-trifluoromethyl-biphenyl tert-butyl-(E)-(5-(4-(6-(3-fluoro-2-hydroxypropoxy)benzo[d]thiazol-2-yl)but-3-en-1-yn-1-yl)pyrimidin-2-yl)(methyl)carbamate